C[C@@H]\\1C[C@@H](OC(=O)C[C@@H](NC(=O)[C@H](N(C(=O)[C@@H](NC(=O)CC/C(=C1)/C)C)C)CC2=C(NC3=CC=CC=C32)Br)C4=CC=C(C=C4)O)C The molecule is a cyclodepsipeptide isolated from Jaspis splendens. A derivative of jaspamide, it has been shown to exhibit cytotoxic and microfilament disruption activity. It has a role as an actin polymerisation inhibitor, an antineoplastic agent, an animal metabolite and a marine metabolite. It is a cyclodepsipeptide, a macrocycle and an organobromine compound.